2-Fluoren-9-ylidene-1-[4-(5-hydroxy-2-pyridyl)piperazin-1-yl]ethanone C1=CC=CC=2C3=CC=CC=C3C(C12)=CC(=O)N1CCN(CC1)C1=NC=C(C=C1)O